N1C(=NC=C1)C(C)=O 1-(1H-imidazol-2-yl)ethan-1-one